COC=1C=C(C=CC1OC)C1OC(=C(C1=O)OS(=O)(=O)C1=CC=CC=C1)N 2-(3,4-dimethoxyphenyl)-4-[[phenylsulfonyl]oxy]-5-amino-3(2H)-furanone